C(#N)C1CC(C1)(CC1=NN=CN1C)C=1C=C(C=CC1)NC(=O)C1=CC(=C2C(=N1)C=CN2)CNCC2(CCCC2)C N-(3-((1r,3r)-3-cyano-1-((4-methyl-4H-1,2,4-triazol-3-yl)methyl)cyclobutyl)phenyl)-7-((((1-methylcyclopentyl)methyl)amino)methyl)-1H-pyrrolo[3,2-b]pyridine-5-carboxamide